2-[bis(2-chloroethyl)amino]tetrahydro-2H-1,3,2-oxazaphosphorine 2-oxide ClCCN(P1(OCCCN1)=O)CCCl